C(CCC)C1=NC2(C(N1CC1=CC(=C(C=C1)B1OC(C(O1)(C)C)(C)C)C([2H])([2H])OCC)=O)CCCC2 2-Butyl-3-(3-(ethoxymethyl-d2)-4-(4,4,5,5-tetramethyl-1,3,2-dioxaborolan-2-yl)benzyl)-1,3-diazaspiro[4.4]non-1-en-4-one